1-ethyl-4-(2-morpholin-4-ylethyl)-3,3-diphenyl-pyrrolidin-2-one C(C)N1C(C(C(C1)CCN1CCOCC1)(C1=CC=CC=C1)C1=CC=CC=C1)=O